tert-butyl ethyl(2-{[4-(1H-pyrrolo[3,2-b]pyridin-2-yl)pyridin-3-yl]oxy}ethyl)carbamate C(C)N(C(OC(C)(C)C)=O)CCOC=1C=NC=CC1C1=CC2=NC=CC=C2N1